ClC=1C=2C(NC(C1C1=NC3=C(N1)C=C(C=C3F)N3CCOCC3)=O)=CN(N2)CC 7-chloro-2-ethyl-6-(4-fluoro-6-morpholino-1H-benzo[d]imidazol-2-yl)-2,4-dihydro-5H-pyrazolo[4,3-b]pyridin-5-one